(R)-6-chloro-7-(2-(((3-chloropyridin-2-yl)oxy)methyl)pyrrolidin-1-yl)-1-(6-(methylamino)pyridin-3-yl)-4-oxo-1,4-dihydroquinoline-3-carboxylic acid ClC=1C=C2C(C(=CN(C2=CC1N1[C@H](CCC1)COC1=NC=CC=C1Cl)C=1C=NC(=CC1)NC)C(=O)O)=O